{[(S)-2-(2H-1,3-Benzodioxol-5-yl)-1-methyl-ethyl]-N-ethylaminocarbonyloxy}methyl 3-oxetanecarboxylate O1CC(C1)C(=O)OCOC(=O)N(CC)[C@H](CC1=CC2=C(OCO2)C=C1)C